(R)-N-((8-fluoroisochroman-1-yl)methyl)cyclobutylamine FC=1C=CC=C2CCO[C@H](C12)CNC1CCC1